N-{5-[5-chloro-2-(trifluoromethyl)phenyl]-1H-indazol-3-yl}piperidine-3-carboxamide trifluoroacetate salt FC(C(=O)O)(F)F.ClC=1C=CC(=C(C1)C=1C=C2C(=NNC2=CC1)NC(=O)C1CNCCC1)C(F)(F)F